C(C)(C)(C)OC(=O)N1CC(N(CC1)CC)(C)C 4-Ethyl-3,3-dimethylpiperazine-1-carboxylic acid tert-butyl ester